4,4'-methylenebis(2-hydroxymethyl-6-methylphenol) C(C1=CC(=C(C(=C1)C)O)CO)C1=CC(=C(C(=C1)C)O)CO